Sodium 2-chloropyridine-3-thiolate ClC1=NC=CC=C1[S-].[Na+]